ClC=1C=C2C=3C=C(C=C(C3NC2=CC1Cl)CCNC(=N)N)NC=1N=NC(=CC1)Cl 1-(2-(6,7-Dichloro-3-((6-chloropyridazin-3-yl)amino)-9H-carbazol-1-yl)ethyl)guanidine